N-[[6-[3-(6-methyl-2-pyridyl)-1H-pyrazol-4-yl]-1,5-naphthyridin-3-yl]methyl]-2-morpholino-ethanamine CC1=CC=CC(=N1)C1=NNC=C1C=1N=C2C=C(C=NC2=CC1)CNCCN1CCOCC1